C(C)(=O)C1=CC(=C(C=C1)C=1C(=NC(=NC1)C1=NOC(=C1)C(=O)NCC1=NC(=NN1)C(C(F)(F)F)(C)C)C)F 3-(5-(4-acetyl-2-fluorophenyl)-4-methylpyrimidin-2-yl)-N-((3-(1,1,1-trifluoro-2-methylpropan-2-yl)-1H-1,2,4-triazol-5-yl)methyl)isoxazole-5-carboxamide